[Cl-].[Cl-].CC1(C(=C(C(=C1CCC)C)C)C)[Zr+2]C1C(=CC2=CC=CC=C12)CC (1,2,3,4-tetramethyl-5-n-propylcyclopentadienyl)(2-ethylindenyl)zirconium dichloride